C(C)(C)(C)N\C=C/1\C(OC2=CC=CC=C2C1=O)C1=C(NC2=CC=CC=C12)C1=CC=C(C=C1)Cl (Z)-3-((tertiary butylamino)methylene)-2-(2-(4-chlorophenyl)-1H-indol-3-yl)chroman-4-one